(S)-1-(2-(benzyloxy)-3-hydroxypropyl)-7-bromo-N-(4-(chlorodifluoromethoxy)phenyl)-2-(methylthio)-1H-benzo[d]Imidazole-5-carboxamide C(C1=CC=CC=C1)O[C@@H](CN1C(=NC2=C1C(=CC(=C2)C(=O)NC2=CC=C(C=C2)OC(F)(F)Cl)Br)SC)CO